CC1=C(C=C(N)C=C1)N1N=CC(=C1)Cl 4-methyl-3-(4-chloro-1H-pyrazol-1-yl)aniline